C[C@@H](C(=O)O)CC (R)-methylbutyric acid